FC[C@H]1N(CC[C@H](C1)NC=1C=C2C(=CN1)OC(=C2)C#N)C 5-(((2S,4R)-2-(fluoromethyl)-1-methylpiperidin-4-yl)amino)furo[2,3-c]pyridine-2-carbonitrile